N-(4-(N-(4-chlorophenyl)sulfamoyl)-5-methylpyridin-2-yl)-5-phenyloxazole-2-carboxamide ClC1=CC=C(C=C1)NS(=O)(=O)C1=CC(=NC=C1C)NC(=O)C=1OC(=CN1)C1=CC=CC=C1